FC1=CC=C(C=C1)C1=NN(C(=C1C1=CC=NC=C1)CC(=O)N([C@H]1CN(CC1)C)C)C 2-[3-(4-fluorophenyl)-1-methyl-4-(pyridin-4-yl)-1H-pyrazol-5-yl]-N-methyl-N-[(3R)-1-methylpyrrolidin-3-yl]acetamide